bis(catechol) diboron [B].[B].C=1(O)C(O)=CC=CC1.C=1(O)C(O)=CC=CC1